tert-Butyl 3-[[2-(2-bromoethoxy)phenoxy]methyl]pyrrolidine-1-carboxylate BrCCOC1=C(OCC2CN(CC2)C(=O)OC(C)(C)C)C=CC=C1